[4-[5-[[3-(2-azatricyclo[10.4.0.04,9]hexadeca-1(16),4(9),5,7,12,14-hexaen-10-yn-2-yl)-3-oxo-propyl]amino]-5-oxo-pentanoyl]oxyphenyl]-dimethyl-sulfonium C=12N(CC=3C=CC=CC3C#CC2=CC=CC1)C(CCNC(CCCC(=O)OC1=CC=C(C=C1)[S+](C)C)=O)=O